N-ethyldiisopropyl-amine C(C)N(C(C)C)C(C)C